3-Amino-5-fluoroisonicotinaldehyde hydrochloride Cl.NC1=C(C=O)C(=CN=C1)F